N-(4-((4-(3-(ethoxymethoxy)phenyl)piperazin-1-yl)sulfonyl)phenyl)-2-(N-methylmethylsulfonamido)benzamide C(C)OCOC=1C=C(C=CC1)N1CCN(CC1)S(=O)(=O)C1=CC=C(C=C1)NC(C1=C(C=CC=C1)N(S(=O)(=O)C)C)=O